N-[4-methoxy-5-[[4-(1-methyl-1H-indol-3-yl)-2-pyrimidinyl]amino]-2-[methyl[2-(methylamino)ethyl]amino]phenyl]-2-Propenamide hydrochloride Cl.COC1=CC(=C(C=C1NC1=NC=CC(=N1)C1=CN(C2=CC=CC=C12)C)NC(C=C)=O)N(CCNC)C